[3-(3-fluoropyridin-2-yl)pyrrolidine-1-carbonyl]-6-methyl-N-(1-methylcyclopropyl)furo[2,3-d]pyrimidin-4-amine FC=1C(=NC=CC1)C1CN(CC1)C(=O)C=1N=C(C2=C(N1)OC(=C2)C)NC2(CC2)C